FC1=CC(=C(C=C1)[C@@H]([C@H](C)OC(C1=CC=C(C=C1)[N+](=O)[O-])=O)C(C)C)C.ClCC(=O)NC1(C(CCCC1)=O)C1=CC(=CC=C1)Cl 2-chloro-N-(1-(3-chlorophenyl)-2-oxocyclohexyl)acetamide (2S,3S)-3-(4-fluoro-2-methylphenyl)-4-methylpent-2-yl-4-nitrobenzoate